CNC1(NC(=C(C(=N1)O)C)C)NC 2,2-dimethylamino-5,6-dimethyl-4-hydroxypyrimidine